ClC=1C(=C(C=CC1Cl)O)C1=CC=2N(C=C1)C=C(N2)C(C)(C2CCNCC2)O 3,4-dichloro-2-(2-(1-hydroxy-1-(piperidin-4-yl)ethyl)imidazo[1,2-a]pyridin-7-yl)phenol